[Rh].ClP(C(=O)P(C1=CC=CC=C1)(C1=CC=CC=C1)C1=CC=CC=C1)(C1=CC=CC=C1)(C1=CC=CC=C1)C1=CC=CC=C1 monochlorocarbonyl-bis(triphenylphosphine) rhodium